FC1=CC(=C(C=C1C=1CCN(CC1)C1=CC=CC=C1)NC(=O)C1=CNC(C=C1C(F)(F)F)=O)N1C[C@H](N([C@H](C1)C)C)C |r| N-[4-fluoro-5-(1-phenyl-3,6-dihydro-2H-pyridin-4-yl)-2-[rac-(3R,5S)-3,4,5-trimethylpiperazin-1-yl]phenyl]-6-oxo-4-(trifluoromethyl)-1H-pyridine-3-carboxamide